5-[1-(2-Isoxazol-3-ylphenyl)ethoxy]-7-[5-methyl-1-(4-piperidyl)triazol-4-yl]imidazo[1,2-a]pyridine-3-carbonitrile O1N=C(C=C1)C1=C(C=CC=C1)C(C)OC1=CC(=CC=2N1C(=CN2)C#N)C=2N=NN(C2C)C2CCNCC2